COC=1C=CC=2C=CC3=C(C4=C(O3)C=3C=CC=CC3C(=C4)OC)C2C1 2,12-Dimethoxydinaphthofuran